C1(=CC=C(C=C1)C=1SC2=C(N1)C=CC=C2C(=O)N)C 2-(p-tolyl)benzo[d]thiazole-7-carboxamide